FC(C=1C=NC(=NC1)N1CCN(CC1)C(=O)O[C@@H]1[C@H](CCC1)C1=CNC(C(=C1)C(F)(F)F)=O)(F)F (1S,2R)-2-(6-oxo-5-(trifluoromethyl)-1,6-dihydropyridin-3-yl)cyclopentyl 4-(5-(trifluoromethyl)pyrimidine-2-yl)piperazine-1-carboxylate